4-(((1r-4R)-4-aminocyclohexyl)amino)-2-methyl-3,4-dihydroquinolin-1(2H)-yl-propan-1-one dihydrochloride Cl.Cl.NC1CCC(CC1)NC1CC(N(C2=CC=CC=C12)C(CC)=O)C